NC=1SC(=NN1)C(C)(C)C 2-amino-5-tert-butyl-1,3,4-thiadiazole